CC1=CC(=NC(=C1C(=O)O)OCC1=NN=NN1C)C(F)(F)F 4-methyl-2-((1-methyl-1H-tetrazol-5-yl)methoxy)-6-(trifluoromethyl)nicotinic acid